3,3'-((1,4-Phenylenebis(ethane-2,1-diyl))bis(2-methyl-4-oxoquinazoline-5,3(4H)-diyl))bis(piperidine-2,6-dione) C1(=CC=C(C=C1)CCC1=C2C(N(C(=NC2=CC=C1)C)C1C(NC(CC1)=O)=O)=O)CCC1=C2C(N(C(=NC2=CC=C1)C)C1C(NC(CC1)=O)=O)=O